3-(4-fluoro-2-methylbenzyl)-6-nitroisobenzofuran-1(3H)-one FC1=CC(=C(CC2OC(C3=CC(=CC=C23)[N+](=O)[O-])=O)C=C1)C